N[C@H](C(=O)N1CCOCC1)[C@@H](C)OCC1CCCCC1 (2S,3R)-2-amino-3-(cyclohexylmethoxy)-1-morpholinobutan-1-one